C(CCCCCCCCCCCCCCCCC)(=O)OCC(COC(CCCCCCCCCCCCCCCCC)=O)(COCC(COC(CCCCCCCCCCCCCCCCC)=O)(COC(CCCCCCCCCCCCCCCCC)=O)COC(CCCCCCCCCCCCCCCCC)=O)COC(CCCCCCCCCCCCCCCCC)=O dipentaerythritol hexa-stearate